C[Si](C1=CC=C(C=C1)[Si](C)(C)C1=CC=C(C=C1)[Si](C)(C)OCC)(OCC)C di(4-(dimethylethoxysilyl)phenyl)dimethylsilane